1,7-dimethyl-8-(methylsulfonyl)-3-propyl-1H-purine-2,6(3H,7H)-dione CN1C(N(C=2N=C(N(C2C1=O)C)S(=O)(=O)C)CCC)=O